CN1C(N=CC=C1N)=O 3-Methyl-cytosine